ClC=1C=C(C=C(C1)Cl)[C@H](CC(=O)O)NC(=O)C1CC(C1)CCC1=NC=2NCCCC2C=C1 (S)-3-(3,5-dichlorophenyl)-3-((1S,3S)-3-(2-(5,6,7,8-tetrahydro-1,8-naphthyridin-2-yl)ethyl)cyclobutanecarboxamido)propionic acid